benzyl (2S)-2-[[[(2R,3S,5R)-5-(5-fluoro-2,4-dioxopyrimidin-1-yl)-3-hydroxyoxolan-2-yl]methoxy-naphthalen-1-yloxyphosphoryl]amino]propanoate FC=1C(NC(N(C1)[C@H]1C[C@@H]([C@H](O1)COP(=O)(OC1=CC=CC2=CC=CC=C12)N[C@H](C(=O)OCC1=CC=CC=C1)C)O)=O)=O